triethylzirconium chloride [Cl-].C(C)[Zr+](CC)CC